N-(5-(2,6-difluoro-4-methoxyphenyl)-2-(4-methoxypyridin-2-yl)-1-methyl-3-oxo-2,3-dihydro-1H-pyrazol-4-yl)-4-(difluoromethoxy)benzamide FC1=C(C(=CC(=C1)OC)F)C1=C(C(N(N1C)C1=NC=CC(=C1)OC)=O)NC(C1=CC=C(C=C1)OC(F)F)=O